(S)-1-Oxo-1-((4-((2-(trifluoromethyl)benzyl)oxy)benzyl)amino)butan-2-aminium chloride [Cl-].O=C([C@H](CC)[NH3+])NCC1=CC=C(C=C1)OCC1=C(C=CC=C1)C(F)(F)F